(3R)-3-({4-[2-hydroxy-4-(trifluoromethyl)phenyl]phthalazin-1-yl}amino)piperidin OC1=C(C=CC(=C1)C(F)(F)F)C1=NN=C(C2=CC=CC=C12)N[C@H]1CNCCC1